tert-Butyl N-(cyanomethyl)-N-[5-oxo-1-[3-oxo-4-(2-trimethylsilylethoxymethyl)pyrido[3,2-b][1,4]oxazin-6-yl]pyrrolidin-3-yl]carbamate C(#N)CN(C(OC(C)(C)C)=O)C1CN(C(C1)=O)C=1C=CC=2OCC(N(C2N1)COCC[Si](C)(C)C)=O